N[C@@H]1CN(C[C@H]1O)C(=O)OC(C)(C)C tert-butyl trans-3-amino-4-hydroxy-pyrrolidinecarboxylate